BrC=1C=C2C(=NN(C2=CC1)C1OCC1)C 5-bromo-3-methyl-1-(oxetan-2-yl)indazole